N-[1-Cyclopropylethylamino]carbamic acid tert-butyl ester C(C)(C)(C)OC(NNC(C)C1CC1)=O